1-(azetidin-1-yl)-2-(6-fluoro-1H-indol-3-yl)-2-methylpropan-1-one N1(CCC1)C(C(C)(C)C1=CNC2=CC(=CC=C12)F)=O